(2RS,3S,4R,5R,6S)-2-fluoro-6-methyltetrahydro-2H-pyran-3,4,5-triyltri(2-methylpropionate) F[C@H]1O[C@H]([C@H]([C@H]([C@H]1C(C(=O)[O-])(C)C)C(C(=O)[O-])(C)C)C(C(=O)[O-])(C)C)C |&1:1|